C(C)C1=C(C=CC=C1F)O 2-ethyl-3-fluoro-phenol